Cl.Cl.ClC=1C=C(C(=NC1)CN)S(=O)(=O)C (5-chloro-3-(methylsulfonyl)pyridin-2-yl)methylamine dihydrochloride